Cl.FC1(C[C@@H](NC1)C)F (S)-4,4-difluoro-2-methylpyrrolidine hydrochloride